O=C1NC(CCC1N1C(C2=CC=CC(=C2C1)OCCOCCOCCC(=O)O)=O)=O 3-(2-(2-((2-(2,6-dioxopiperidin-3-yl)-1-oxoisoindolin-4-yl)oxy)ethoxy)ethoxy)propanoic acid